tert-butyl bis(2-(2-(2-(2-hydroxyethoxy)ethoxy)ethoxy)ethyl)carbamate OCCOCCOCCOCCN(C(OC(C)(C)C)=O)CCOCCOCCOCCO